CN1C(NC2=C1C=CC(=C2)B2OC(C(O2)(C)C)(C)C)=O 3-methyl-6-(4,4,5,5-tetramethyl-1,3,2-dioxaborolan-2-yl)-1H-benzimidazol-2-one